ClC=1C=C(C(=O)O)C=C(C1C1=CN(C2=NC=C(C=C21)C=2C(=NOC2C)C)C(C2CC2)C2CC2)OC(C)C 3-chloro-4-(1-(dicyclopropylmethyl)-5-(3,5-dimethylisoxazol-4-yl)-1H-pyrrolo[2,3-b]pyridin-3-yl)-5-isopropoxybenzoic acid